3-(3-(1-((4-methyl-4H-1,2,4-triazol-3-yl)sulfanyl)ethyl)phenyl)-1H-indazole CN1C(=NN=C1)SC(C)C=1C=C(C=CC1)C1=NNC2=CC=CC=C12